7'-(4,4,5,5-tetramethyl-1,3,2-dioxaborolan-2-yl)spiro[fluorene-9,5'-indeno[1,2-b]pyridine] CC1(OB(OC1(C)C)C=1C=C2C3(C=4C(=NC=CC4)C2=CC1)C1=CC=CC=C1C=1C=CC=CC13)C